8-((4-(2-methyl-6-(ethylcarbamoyl)pyridin-3-yl)piperazin-1-yl)methyl)-7-fluoroimidazo[1,2-c]quinazolin-5(6H)-one CC1=NC(=CC=C1N1CCN(CC1)CC=1C=CC=2C=3N(C(NC2C1F)=O)C=CN3)C(NCC)=O